(2R,2'R,3S,3'S,4S,4'S,5R,5'R,6S,6'S)-6,6'-((2-hydroxynaphthalene-1,4-diyl)bis(oxy))bis(2-(hydroxymethyl)tetrahydro-2H-pyran-3,4,5-triol) OC1=C(C2=CC=CC=C2C(=C1)O[C@H]1[C@@H]([C@H]([C@@H]([C@H](O1)CO)O)O)O)O[C@H]1[C@@H]([C@H]([C@@H]([C@H](O1)CO)O)O)O